BrC=1C=C2C=3C=CC=CC3C(=C(C2=CC1)N)Br 6,10-dibromophenanthrene-9-amine